CC1=CC=CC=C1C(F)(F)F 3-(p-tolyl)-1H-pyrazole